BrC1=CC=C(C=2SC(=C(C21)C#N)NC(=O)OCC)F ethyl [(4-bromo-3-cyano-7-fluorobenzo[b]thiophene-2-yl)amino]formate